ClC1=CC(=CC(=N1)N1CCN(CC1)S(=O)(=O)C1=CC=C(C=C1)N1CC2(CC1=O)NCCCC2)C(F)(F)F 2-[4-[4-[6-Chloro-4-(trifluoromethyl)-2-pyridinyl]piperazin-1-yl]sulfonylphenyl]-2,6-diazaspiro[4.5]decan-3-one